O1C2=C(OCC1)C(=CC=C2)C2=NNC1=NC(=CN=C12)N1C[C@@H]2[C@]([C@@H]2CC1)(C1=NOC(=C1)C)CN ((1S,6R,7S)-3-(3-(2,3-dihydrobenzo[b][1,4]dioxin-5-yl)-1H-pyrazolo[3,4-b]pyrazin-6-yl)-7-(5-methylisoxazol-3-yl)-3-azabicyclo[4.1.0]heptan-7-yl)methanamine